4,4-dimethylcyclohex-1-en-1-yl triflate O(S(=O)(=O)C(F)(F)F)C1=CCC(CC1)(C)C